C(C)(C)(C)OC(=O)N(C1=CC(=NC=2N1N=CC2C(N[C@H]2[C@H](C2)F)=O)NC=2C(N(C=CC2)C2CCN(CC2)C(=O)OC(C)(C)C)=O)C Tert-butyl 4-[3-({7-[(tert-butoxycarbonyl)(methyl)amino]-3-{[(1R,2S)-2-fluorocyclopropyl]carbamoyl}pyrazolo[1,5-a]pyrimidin-5-yl}amino)-2-oxopyridin-1-yl]piperidine-1-carboxylate